O1C2=C(OC=C1)C=CC=C2 benzo[b][1,4]dioxin